N-(3-chloro-4-fluorophenyl)-2-(2-((1-cyanocyclopropyl)amino)-1,1-difluoro-2-oxoethyl)-1-methyl-1H-pyrrole-3-carboxamide ClC=1C=C(C=CC1F)NC(=O)C1=C(N(C=C1)C)C(C(=O)NC1(CC1)C#N)(F)F